Ethyl (S)-3-(((R)-tert-butylsulfinyl)amino)-3-(4,4'-difluoro-2'-(hex-5-en-1-yl)-6'-methyl-5-(trifluoromethyl)-[1,1'-biphenyl]-3-yl)propanoate C(C)(C)(C)[S@@](=O)N[C@@H](CC(=O)OCC)C=1C=C(C=C(C1F)C(F)(F)F)C1=C(C=C(C=C1C)F)CCCCC=C